3-[5-[4-(3-azidopropyl)piperazin-1-yl]-1-oxo-isoindolin-2-yl]piperidine-2,6-dione N(=[N+]=[N-])CCCN1CCN(CC1)C=1C=C2CN(C(C2=CC1)=O)C1C(NC(CC1)=O)=O